(2-(4'-(2-(oxetan-3-yl)ethoxy)-[1,1'-biphenyl]-4-yl)propan-2-yl)carbamic acid 1-azabicyclo[3.2.2]non-4-yl ester N12CCC(C(CC1)CC2)OC(NC(C)(C)C2=CC=C(C=C2)C2=CC=C(C=C2)OCCC2COC2)=O